2-(2-allyloxyethoxy)-3-propanol C(C=C)OCCOC(C)CO